DICETYL PHOSPHAT P(=O)(OCCCCCCCCCCCCCCCC)(OCCCCCCCCCCCCCCCC)[O-]